FC1=C(OC2=C3C(=NC=C2)N(C=C3C3=CC(=NC=C3)C#N)COCC[Si](C)(C)C)C(=CC(=C1)[N+](=O)[O-])F 4-[4-(2,6-difluoro-4-nitrophenoxy)-1-{[2-(trimethylsilyl)ethoxy]methyl}-1H-pyrrolo[2,3-b]pyridin-3-yl]pyridine-2-carbonitrile